C(C)OCC1(CN(CC1)CC=1N(C=CC1)C=1C=NC=CC1)CCC1=CC=CC=C1 3-(2-((3-(ethoxymethyl)-3-phenethyl-pyrrolidin-1-yl)methyl)-1H-pyrrol-1-yl)pyridine